OCC=1C=C(C=CC1)OB(O)O (3-(hydroxymethyl)phenyl)boric acid